CC=1NC(C(=C(N1)C)CN1C=NC(=C(C1=O)OC1=C(C=C(C#N)C=C1C)C)C(C(F)F)(F)F)=O 4-((1-((2,4-dimethyl-6-oxo-1,6-dihydropyrimidin-5-yl)methyl)-6-oxo-4-(1,1,2,2-tetrafluoroethyl)-1,6-dihydropyrimidin-5-yl)oxy)-3,5-dimethylbenzonitrile